CC1=C(C=CC=C1)N1C(=NN=C1C1=CC=NC=C1)SCC(=O)NC1=C(C2=C(S1)CCC2)C(=O)N 2-(2-{[4-(2-methylphenyl)-5-(pyridin-4-yl)-4H-1,2,4-triazol-3-yl]sulfanyl}acetamido)-4H,5H,6H-cyclopenta[b]thiophene-3-carboxamide